(3,3-dimethyl-1-butyn-1-yl)benzene CC(C#CC1=CC=CC=C1)(C)C